OCCN(CC(=O)N1CCC(CC1)NCC=1C=C2C=C(N(C2=CC1)CC(F)(F)F)C#CCNC=1C=CC(=NC1)C(C#N)(C)C)CCO 2-(5-{[3-(5-{[(1-{2-[bis(2-hydroxyethyl)amino]acetyl}piperidin-4-yl)amino]methyl}-1-(2,2,2-trifluoroethyl)-1H-indol-2-yl)prop-2-yn-1-yl]amino}pyridin-2-yl)-2-methylpropanenitrile